1,2-diphenoxytoluene O(C1=CC=CC=C1)C1(C)C(C=CC=C1)OC1=CC=CC=C1